(2-methoxy-4-(1-methyl-4-(trifluoromethyl)-1H-imidazol-2-yl)phenyl)methanol COC1=C(C=CC(=C1)C=1N(C=C(N1)C(F)(F)F)C)CO